trans-2-decenoic acid ethyl ester C(C)OC(\C=C\CCCCCCC)=O